Cl.Cl.C1(=CC=CC2=CC=CC=C12)NCCN N-1-naphthyl-ethylene-diamine dihydrochloride